ClC1=CC(=NC=N1)NC(=O)[C@@H]1[C@H](C1)C1=NC(=NC=C1)C |r| rac-(1S*,2S*)-N-(6-chloropyrimidin-4-yl)-2-(2-methylpyrimidin-4-yl)cyclopropane-1-carboxamide